(3R,8R*)-N-(2-Bromo-3-fluoropyridin-4-yl)-11,11-difluoro-8-(fluoromethyl)-8-hydroxy-3-methyl-3,4,8,9,10,11-hexahydro-1H-pyrido[4',3':3,4]pyrazolo[1,5-a]azepine-2(7H)-carboxamide BrC1=NC=CC(=C1F)NC(=O)N1CC=2C(=NN3C2C(CC[C@](C3)(O)CF)(F)F)C[C@H]1C |o1:21|